C1=C(C=CC2=CC=CC=C12)CSC1=CC=C(CN2C=NC(=C2)C(=O)OC)C=C1 methyl 1-(4-((naphthalen-2-ylmethyl) thio) benzyl)-1H-imidazole-4-carboxylate